3-mercapto-2-methylpropyl-(dipropoxymethylsilane) SCC(C[SiH2]C(OCCC)OCCC)C